C(C)OC(C1=C(C=C(C(=C1)C(F)(F)F)[N+](=O)[O-])OCC)=O 2-ethoxy-4-nitro-5-(trifluoromethyl)benzoic acid ethyl ester